COCCCO 3-methoxypropanol